C(C)(C)(C)OC(=O)N1CCN(CC1)C1=C(C=C2C=NN(C2=C1)C1OCCCC1)Cl Tert-butyl-4-(5-chloro-1-(tetrahydro-2H-pyran-2-yl)-1H-indazol-6-yl)piperazine-1-carboxylate